N1CC(C1)OC=1C(=NON1)C(N[C@@H]1C2=CC(=CC=C2C1)F)=NO 4-[(Azetidin-3-yl)oxy]-N-[(7S)-4-fluorobicyclo[4.2.0]octa-1,3,5-trien-7-yl]-N'-hydroxy-1,2,5-oxadiazol-3-carboximidamid